(R)-N-((2-(3-(4-(2-hydroxypropan-2-yl)phenyl)piperidin-1-yl)-1,6-naphthyridin-7-yl)methyl)-4-methyl-3-(methylsulfonyl)benzamide OC(C)(C)C1=CC=C(C=C1)[C@@H]1CN(CCC1)C1=NC2=CC(=NC=C2C=C1)CNC(C1=CC(=C(C=C1)C)S(=O)(=O)C)=O